tert-butyl (2'S,3'R)-2'-hydroxy-3'-((R)-5H-imidazo[5,1-a]isoindol-5-yl)-3-azaspiro[bicyclo[3.2.1]octane-8,1'-cyclobutane]-3-carboxylate O[C@@H]1C2(C[C@@H]1[C@H]1N3C(C4=CC=CC=C14)=CN=C3)C3CN(CC2CC3)C(=O)OC(C)(C)C